(3-(2-((2,3-dihydro-1H-inden-2-yl)amino)pyrimidin-5-yl)-1-oxa-2,7-diazaspiro[4.4]non-2-en-7-yl)(1,4,6,7-tetrahydro-5H-[1,2,3]triazolo[4,5-c]pyridin-5-yl)methanone C1C(CC2=CC=CC=C12)NC1=NC=C(C=N1)C1=NOC2(C1)CN(CC2)C(=O)N2CC1=C(CC2)NN=N1